N-hexadecyl-2-ethyl-3-benzyloxypyridin-4-one C(CCCCCCCCCCCCCCC)N1C(=C(C(C=C1)=O)OCC1=CC=CC=C1)CC